2-((S)-1-(4-((S)-2-(4-chloro-2-fluorophenyl)-2-methylbenzo[d][1,3]dioxolan-4-yl)-piperidin-1-yl)ethyl)-3-(((S)-oxetan-2-yl)methyl)-3H-imidazo[4,5-B]pyridine-5-carboxylic acid ClC1=CC(=C(C=C1)[C@@]1(OC2=C(O1)C=CC=C2C2CCN(CC2)[C@@H](C)C2=NC=1C(=NC(=CC1)C(=O)O)N2C[C@H]2OCC2)C)F